NC([C@H](CNC(C1=CC=C(C=C1)O[C@@H](C(C)C)C1=CC=C(C=C1)C1=CC=C(C=C1)C(F)(F)F)=O)O)=O N-((S)-3-amino-2-hydroxy-3-oxopropyl)-4-((S)-2-methyl-1-(4'-(trifluoromethyl)-[1,1'-biphenyl]-4-yl)propoxy)benzamide